3-(4-((1R,5S)-3,8-diazabicyclo[3.2.1]octan-3-yl)-5,6,7-trifluoro-1-oxoisoindoline-2-yl)piperidine-2,6-dione [C@H]12CN(C[C@H](CC1)N2)C2=C1CN(C(C1=C(C(=C2F)F)F)=O)C2C(NC(CC2)=O)=O